C1=CC=CC2=NC(=C3C=CC=CC3=C12)N1N=C(N=C1N)NC1=CC(=C(C=C1)N1CCC(CC1)N1CCCC1)C 1-(phenanthridin-6-yl)-N3-(3-methyl-4-(4-pyrrolidin-1-ylpiperidin-1-yl)phenyl)-1H-1,2,4-triazole-3,5-diamine